6'-[(2R)-2-methyl-3-{[(5R)-5-methyl-5,6,7,8-tetrahydroquinolin-4-yl]oxy}propyl]-6',7'-dihydro-2'H-spiro[cyclohexane-1,5'-[1,3]dioxolo[4,5-f]isoindol]-4-one C[C@H](CN1C2(C=3C=C4C(=CC3C1)OCO4)CCC(CC2)=O)COC2=CC=NC=4CCC[C@H](C24)C